tert-butyl 2-{[4-(hydroxymethyl)phenyl]amino}-5H,6H,7H,8H-pyrido[3,4-d]pyrimidine-7-carboxylate OCC1=CC=C(C=C1)NC=1N=CC2=C(N1)CN(CC2)C(=O)OC(C)(C)C